N[C@@H](C(=O)N[C@@H](C(=O)N)CC(C)C)CC1=CC=CC=C1 (R)-2-((R)-2-amino-3-phenylpropionylamino)-4-methylpentanamide